O[C@@H](C)[C@H](CC)N1C(C(CCC1)C)=O 1-((2S,3S)-2-hydroxypentan-3-yl)-3-methylpiperidin-2-one